butoxy butyl-cyanoacrylate C(CCC)C=C(C(=O)OOCCCC)C#N